C(CCC)C(C(=O)OCC1CO1)=C glycidyl (alpha-n-butylacrylate)